(S)-1-(4-((R)-3-(4-chlorophenyl) pyrrolidine-1-carbonyl)phenoxy)-3-(2H-tetrazol-2-yl)propan-2-yl methanesulfonate CS(=O)(=O)O[C@H](COC1=CC=C(C=C1)C(=O)N1C[C@H](CC1)C1=CC=C(C=C1)Cl)CN1N=CN=N1